N-(3-(5-chloropyridazin-3-yl)-4-methylphenyl)-3-methyl-6-azabicyclo[3.1.1]heptane-6-carboxamide ClC=1C=C(N=NC1)C=1C=C(C=CC1C)NC(=O)N1C2CC(CC1C2)C